BrCC(C(CCCOC(C(=O)OC)(C)C)(C)C1=CC(=CC=C1)Br)=O methyl 2-((6-bromo-4-(3-bromophenyl)-4-methyl-5-oxohexyl)oxy)-2-methylpropanoate